[Zr].C(C)CC(CC(=O)OOC(C)C)=O.C(C)CC(CC(=O)OOC(C)C)=O di-isopropoxy bis(ethylacetoacetate) zirconium